(5-(trifluoromethyl)quinolin-8-yl)boronic acid FC(C1=C2C=CC=NC2=C(C=C1)B(O)O)(F)F